NC1=C(C(N=C2N1C(=CS2)C2=CC=C(C=C2)OC)C2=CC=C(C=C2)[N+](=O)[O-])C#N 5-amino-3-(4-methoxyphenyl)-7-(4-nitrophenyl)-7H-thiazolo[3,2-a]pyrimidine-6-carbonitrile